ClC=1C=C(C=C2C(=CC=NC12)NCC(C)(C1=CC=CC=C1)C)N[C@H](C=1N=NN(C1)C1(CC1)C(F)(F)F)C=1C(=NC(=CC1)F)C (S)-8-chloro-6-(((6-fluoro-2-methylpyridin-3-yl)(1-(1-(trifluoromethyl)cyclopropyl)-1H-1,2,3-triazol-4-yl)methyl)amino)-4-((2-methyl-2-phenylpropyl)amino)quinoline